3,3-dimethyl-5-sulfo-3H-indol-1-ium CC1(C=[NH+]C2=CC=C(C=C12)S(=O)(=O)O)C